Boc-glycine methyl ester COC(CNC(=O)OC(C)(C)C)=O